N1C=CC2=CC(=CC=C12)S(=O)(=O)N1N=C(C=C1)C(=O)NC1=CC(=C(C=C1)F)F 1-((1H-indol-5-yl)sulfonyl)-N-(3,4-difluorophenyl)-1H-pyrazole-3-carboxamide